(S)-6-(((1-(1-(difluoromethyl)cyclopropyl)-1H-1,2,3-triazol-4-yl)(2,5-dimethyloxazol-4-yl)methyl)amino)-4-(neopentylamino)quinoline-3,8-dicarbonitrile FC(C1(CC1)N1N=NC(=C1)[C@H](C=1N=C(OC1C)C)NC=1C=C2C(=C(C=NC2=C(C1)C#N)C#N)NCC(C)(C)C)F